OC1(CN(C1)C(=O)OC(C)(C)C)C1=NC(=CC=C1)COC(C)=O tert-Butyl 3-hydroxy-3-(6-(acetoxymethyl)pyridin-2-yl)azetidine-1-carboxylate